1,2-dimethoxy-4-(1,2-dimethoxyethyl)benzene COC1=C(C=C(C=C1)C(COC)OC)OC